O[C@@H]1[C@@H]2[C@H](CN(C1)C(=O)OCC1=CC=CC=C1)OC(O2)(C)C benzyl (3aS,7S,7aR)-7-hydroxy-2,2-dimethyl-4,6,7,7a-tetrahydro-3aH-[1,3]dioxolo[4,5-c]pyridine-5-carboxylate